C(C)(C)(C)OC(C(C[C@H](CC1=CC(=C(C=C1)O)N)NC(=O)OC(C)(C)C)C)=O (4R)-5-(3-amino-4-hydroxyphenyl)-4-((tert-butoxycarbonyl)amino)-2-methylpentanoic acid tert-butyl ester